C(C)[Al] ethylaluminum